C1(CC1)C1=CC(=NO1)C1(CCN(CC1)C(=O)NC1=C(C=CC=C1C=1C=NC(=CC1)C(C)C)F)C 4-(5-cyclopropyl-1,2-oxazol-3-yl)-N-{2-fluoro-6-[6-(propan-2-yl)pyridin-3-yl]phenyl}-4-methyl-Piperidine-1-carboxamide